7-((3aR,4R,6R,6aS)-6-(((tert-butyldiphenylsilyl)oxy)methyl)-2,2-dimethyltetrahydrothieno[3,4-d][1,3]dioxol-4-yl)-5-(cyclopropylethynyl)-7H-pyrrolo[2,3-d]pyrimidin-4-amine [Si](C1=CC=CC=C1)(C1=CC=CC=C1)(C(C)(C)C)OC[C@H]1S[C@H]([C@H]2[C@@H]1OC(O2)(C)C)N2C=C(C1=C2N=CN=C1N)C#CC1CC1